3-cyclohexyl-5-(3,5-dihydroxybenzylidene)-1-methyl-2-selenoxoimidazolidin-4-one C1(CCCCC1)N1C(N(C(C1=O)=CC1=CC(=CC(=C1)O)O)C)=[Se]